C(C1=CN=CC=C1)(=O)OCCN1CCN(CC1)CC1=C(C(=C(C=C1)OC)OC)OC 2-(4-(2,3,4-trimethoxybenzyl)piperazin-1-yl)ethyl nicotinate